4-(((6-(1-(tert-butoxycarbonyl)piperidin-4-yl)pyridin-2-yl)oxy)methanyl)-2-fluorobenzoic acid C(C)(C)(C)OC(=O)N1CCC(CC1)C1=CC=CC(=N1)OCC1=CC(=C(C(=O)O)C=C1)F